2,3-dinitroanisole [N+](=O)([O-])C1=C(C=CC=C1[N+](=O)[O-])OC